C(C)(C)(C)OC(=O)N1CC2=CC=C(C=C2CC1)CN1N=CC(=C1)C1=CC=2N(C=3N(C(C2N1)=O)C(=NN3)C)CCCCC 6-((4-(3-methyl-5-oxo-9-pentyl-6,9-dihydro-5H-pyrrolo[3,2-d][1,2,4]triazolo[4,3-a]pyrimidin-7-yl)-1H-pyrazol-1-yl)methyl)-3,4-dihydroisoquinoline-2(1H)-carboxylic acid tert-butyl ester